2-cyclopropyl-6-methyl-1,2,6,2-dioxazaborocane-4,8-dione C1(CC1)B1OC(CN(CC(C1)=O)C)=O